COC1=CC=C(CN2N=C3C(=C(C2=O)C(F)(F)F)CCC3CN[C@H](C)C(=O)N3CCN(CC3)C3=NC=C(C#N)C=C3)C=C1 6-(4-(((2-(4-Methoxybenzyl)-3-oxo-4-(trifluoromethyl)-3,5,6,7-tetrahydro-2H-cyclopenta[c]pyridazin-7-yl)methyl)-D-alaninyl)piperazin-1-yl)nicotinonitrile